C1(CC1)CN1C=C(C2=NN(C(C(=C21)C2=CC=C(C=C2)C2CC2)=O)C2=CC1=CN(N=C1C=C2)C)C(=O)N 5-(cyclopropylmethyl)-4-(4-cyclopropylphenyl)-2-(2-methyl-2H-indazol-5-yl)-3-oxo-3,5-dihydro-2H-pyrrolo[3,2-c]pyridazine-7-carboxamide